nonadecane-3,14-diol CCC(CCCCCCCCCCC(CCCCC)O)O